2,5-dimethyl-1-methylimidazole CC=1N(C(=CN1)C)C